N',3-Dihydroxy-5-((5-(4-(trifluoromethyl)phenyl)oxazol-2-yl)amino)picolinimidamide ON=C(C1=NC=C(C=C1O)NC=1OC(=CN1)C1=CC=C(C=C1)C(F)(F)F)N